C(C)(C)(C)OC(N[C@@H](CN=[N+]=[N-])C1CCCCC1)=O (R)-(2-azido-1-cyclohexylethyl)carbamic acid tert-butyl ester